ethylene tert-butyl peroxide C(C)(C)(C)OOC(C)(C)C.C=C